COC1=NC=CC=C1C=1C=NN2C1N=C(C=C2)N2C[C@H](CC2)N(C(CCC)=O)C (S)-N-(1-(3-(2-methoxypyridin-3-yl)pyrazolo[1,5-a]pyrimidin-5-yl)pyrrolidin-3-yl)-N-methylbutanamide